OC1(C(N(C2=CC=CC=C12)CC1=CC=C(C=C1)C)=O)CC(C1=CC=C(C=C1)CCC)=O 3-hydroxy-1-(4-methylbenzyl)-3-(2-oxo-2-(4-propylphenyl)ethyl)indol-2-one